3-{[5-(5-Acetyl-2-fluorophenyl)-1-trityl-1H-indazol-3-yl]carbamoyl}piperidine-1-carboxylic acid tert-butyl ester C(C)(C)(C)OC(=O)N1CC(CCC1)C(NC1=NN(C2=CC=C(C=C12)C1=C(C=CC(=C1)C(C)=O)F)C(C1=CC=CC=C1)(C1=CC=CC=C1)C1=CC=CC=C1)=O